CP(=O)(C)C1=C(C=CC=C1)NCCCCCCCCSC1=C2CN(C(C2=CC=C1)=O)C1C(NC(CC1)=O)=O 3-(4-((8-((2-(dimethylphosphoryl)phenyl)amino)octyl)thio)-1-oxoisoindolin-2-yl)piperidine-2,6-dione